C1(=C2C=3N=NN=NC3C3=C(C2=C(C(=C1C#N)C#N)C#N)C(=C(N=N3)C#N)C#N)C#N hexaazabenzophenanthreneHexanitrile